C1(=CC=CC=2C3=CC=CC=C3NC12)C=1C(=C(C=2NC3=CC=CC=C3C2C1)C1=CC=C(C=C1)C1=CC=C(C=C1)C1=C(C(=CC=2C3=CC=CC=C3NC12)C1=CC=CC=2C3=CC=CC=C3NC12)C1=CC=CC=2C3=CC=CC=C3NC12)C1=CC=CC=2C3=CC=CC=C3NC12 bis[di(carbazolyl)carbazolyl]biphenyl